CN(CC=CC(=O)N1CCN(CC1)C1(CC=NC=C1F)C=1C(=C(CN2C=NOC2C(=O)N)C=CC1)C)C 4-(3-(4-(4-(4-(dimethylamino)but-2-enoyl)piperazin-1-yl)-5-fluoropyridin-4-yl)-2-methylbenzyl)-1,2,4-oxadiazole-5-carboxamide